[C@H]1(C[C@]2(CC1)C=1OC=C(COC3=NC=CC=C3C=3C=CC=C(C2)C3)N1)NS(=O)(=O)C N-[(1'S,14R)-spiro[8,12-dioxa-6,21-diazatetracyclo[14.3.1.110,13.02,7]henicosa-1(20),2,4,6,10,13(21),16,18-octaene-14,3'-cyclopentane]-1'-yl]methanesulfonamide